methyl 2-[[(2-amino-8-fluoro-quinazoline-4-carbonyl)amino]methyl]benzoate NC1=NC2=C(C=CC=C2C(=N1)C(=O)NCC1=C(C(=O)OC)C=CC=C1)F